CN(C1=CC=C(C(=O)NC=2C=C3C=C(NC3=CC2)\C=C\C(=O)NO)C=C1)C (E)-4-(dimethylamino)-N-(2-(3-(hydroxyamino)-3-oxoprop-1-en-1-yl)-1H-indol-5-yl)benzamide